C1(CCCCC1)N1C(C(NC2=CC=CC=C12)=O)=O 1-Cyclohexylquinoxaline-2,3(1H,4H)-dion